C(CC)C1=NC(=NC(=C1)C1NC2=C(CCC1)C=CC=C2)N 4-Propyl-6-(1,3,4,5-tetrahydro-2H-benzazepin-2-yl)pyrimidin-2-amine